(S)-2-amino-4-((1-(8-chloro-1,1-dihydroxy-2-phenyl-2H-benzo[e][1,2]thiazin-3-yl)-2-methylpropyl)amino)-6-methylpyrimidine-5-carbonitrile NC1=NC(=C(C(=N1)N[C@@H](C(C)C)C=1N(S(C2=C(C1)C=CC=C2Cl)(O)O)C2=CC=CC=C2)C#N)C